N1(C=NC=C1)C1=CC=C(C=C1)C1=CC(=NN1)NC1=CC(=C(C=C1C)NC(C)=O)F N-(4-((5-(4-(1H-imidazol-1-yl)phenyl)-1H-pyrazol-3-yl)amino)-2-fluoro-5-methylphenyl)acetamide